diisopropyl diacetate ethyl-acetoacetate C(C)OC(CC(=O)C)=O.C(C)(=O)OC(C)C.C(C)(=O)OC(C)C